CC(C(=O)C1=NC=CC=C1)(C)C 2,2-dimethyl-1-(pyridin-2-yl)propan-1-one